N-(2,6-Difluorophenyl)-5-fluoro-4-(8-hydroxy-3-oxo-5,6,7,8-tetrahydro[1,2,4]triazolo[4,3-a]pyridin-2(3H)-yl)-2-{[(2S)-1,1,1-trifluoropropan-2-yl]oxy}benzamid FC1=C(C(=CC=C1)F)NC(C1=C(C=C(C(=C1)F)N1N=C2N(CCCC2O)C1=O)O[C@H](C(F)(F)F)C)=O